5-fluoro-7-(hydroxymethyl)-1-((2-(trimethylsilyl)ethoxy)methyl)-1H-indazol-6-ol FC=1C=C2C=NN(C2=C(C1O)CO)COCC[Si](C)(C)C